COC=1C=C(C[C@@H]2[C@@H]([C@H](OC2)C2=CC(=C(C=C2)OC)OC)COC(C=CC2=CC=CC=C2)=O)C=CC1OC Cinnamic acid ((2S,3R,4R)-4-(3,4-dimethoxybenzyl)-2-(3,4-dimethoxyphenyl)tetrahydrofuran-3-yl)methyl ester